acryloyl-Nitrogen C(C=C)(=O)[N]